COCCCN1C(CCC1)=O N-(methoxypropyl)-2-pyrrolidone